6-(4-formyl-1H-pyrazol-1-yl)-4-isopropoxypyridine-3-carbonitrile C(=O)C=1C=NN(C1)C1=CC(=C(C=N1)C#N)OC(C)C